6-(4-fluorophenyl)-4-hydroxy-1-(2-(4-hydroxypiperidin-1-yl)ethyl)-2-oxo-N-(spiro[2.3]hexan-5-yl)-1,2-dihydro-1,8-naphthyridine-3-carboxamide FC1=CC=C(C=C1)C=1C=C2C(=C(C(N(C2=NC1)CCN1CCC(CC1)O)=O)C(=O)NC1CC2(CC2)C1)O